N-[(2S)-1-({(1S)-1-cyano-2-[(3S)-2-oxopyrrolidin-3-yl]ethyl}amino)-4,4-dimethyl-1-oxopentan-2-yl]-6-(1-methylcyclopropyl)-4-(trifluoromethyl)-1H-pyrrolo[2,3-b]pyridine-2-carboxamide C(#N)[C@H](C[C@H]1C(NCC1)=O)NC([C@H](CC(C)(C)C)NC(=O)C1=CC=2C(=NC(=CC2C(F)(F)F)C2(CC2)C)N1)=O